CNC(=O)C1=NN2C(CN(CC2)C(=O)OCC2=CC=CC=C2)=C1 benzyl 2-(methylcarbamoyl)-6,7-dihydro-4H-pyrazolo[1,5-a]pyrazine-5-carboxylate